BrC=1C(=C(C(=CC1)Cl)C(C)O)F 1-(3-bromo-6-chloro-2-fluorophenyl)ethanol